1-(Cyclopropylmethyl)-N-[(S)-(4,4-difluorocyclohexyl)-[6-[(1R)-1-(4,4,4-trifluorobutanoylamino)ethyl]-1H-benzimidazol-2-yl]methyl]triazole-4-carboxamide C1(CC1)CN1N=NC(=C1)C(=O)N[C@H](C1=NC2=C(N1)C=C(C=C2)[C@@H](C)NC(CCC(F)(F)F)=O)C2CCC(CC2)(F)F